(S)-Methyl 5-(3-(3-((3-chloro-4-(trifluoromethoxy)benzyl)amino)propoxy)pyrrolidin-1-yl)benzo[c][2,6]naphthyridine-8-carboxylate ClC=1C=C(CNCCCO[C@@H]2CN(CC2)C2=NC3=C(C4=CN=CC=C24)C=CC(=C3)C(=O)OC)C=CC1OC(F)(F)F